N-(2-bromo-6-chlorophenyl)-2-chloro-4-methoxypyrimidine-5-carboxamide BrC1=C(C(=CC=C1)Cl)NC(=O)C=1C(=NC(=NC1)Cl)OC